1-(7-(8-ethyl-7-fluoro-3-hydroxynaphthalen-1-yl)-2-(((2R,7aS)-2-fluorohexahydro-1H-pyrrolizin-7a-yl)methoxy)-5,6,7,8-tetrahydropyrido[3,4-d]pyrimidin-4-yl)-3-hydroxypiperidine C(C)C=1C(=CC=C2C=C(C=C(C12)N1CC=2N=C(N=C(C2CC1)N1CC(CCC1)O)OC[C@]12CCCN2C[C@@H](C1)F)O)F